(R)-4-N-t-butoxycarbonyl-2-methylpiperazine C(C)(C)(C)OC(=O)N1C[C@H](NCC1)C